C(C)(=O)O[C@@H](C\C=C/CCCCCCCC(=O)[O-])CCCCCC (R,Z)-12-acetoxyoctadec-9-enoate